1-(2-(2-bromoethoxy)ethyl)-1H-benzo[d]imidazol-2(3H)-one BrCCOCCN1C(NC2=C1C=CC=C2)=O